C(C)(C)(C)C1=C(C(=C(CN2C(N(C(N(C2=O)CC2=C(C(=C(C(=C2C)CC)C(C)(C)C)O)C)=O)CC2=C(C(=C(C(=C2C)CC)C(C)(C)C)O)C)=O)C(=C1CC)C)C)O 1,3,5-tris(4-tert-butyl-5-ethyl-3-hydroxy-2,6-dimethylbenzyl)-1,3,5-triazine-2,4,6(1H,3H,5H)-trione